5-tert-butyl-5-[4-(3',5'-dimethyl-2,3,5,6-tetrahydro[1,2']bipyrazinyl-4-carbonyl)phenyl]imidazolidine-2,4-dione C(C)(C)(C)C1(C(NC(N1)=O)=O)C1=CC=C(C=C1)C(=O)N1CCN(CC1)C1=NC=C(N=C1C)C